[2-(2,6-dioxopiperidin-3-yl)-4-methoxy-3-oxo-2,3-dihydro-1H-isoindol-5-yl]methyl N-[4-(3,4-difluorophenoxy)-2-methoxyphenyl]carbamate FC=1C=C(OC2=CC(=C(C=C2)NC(OCC=2C(=C3C(N(CC3=CC2)C2C(NC(CC2)=O)=O)=O)OC)=O)OC)C=CC1F